C(C1=CC=CC=C1)N1N=CC(=C1C)C(CN1C(C=CC(=C1F)Br)=O)=O 1-(2-(1-benzyl-5-methyl-1H-pyrazol-4-yl)-2-oxoethyl)-5-bromo-6-fluoropyridin-2(1H)-one